ClC=1N(N=C2C(N(N=CC21)[C@H]2[C@H](C2)C(F)F)=O)CC2=C(C=CC=C2)F |r| rac-3-chloro-6-[(1R,2S)-2-(difluoromethyl)cyclopropyl]-2-[(2-fluorophenyl)methyl]pyrazolo[3,4-d]pyridazin-7-one